4-(4-fluoro-1-pyridazin-3-yl-piperidine-4-carbonyl)-3,5-dihydro-2H-pyrido[3,4-f][1,4]oxazepine-9-carbonitrile FC1(CCN(CC1)C=1N=NC=CC1)C(=O)N1CCOC2=C(C1)C=NC=C2C#N